COC(CN1CCNCCN(CCN(CC1)CC(OC)=O)CC(OC)=O)=O 4,7,10-tris(2-methoxy-2-oxoethyl)-1,4,7,10-tetraazacyclododecan